ClC=1C(=NC(=C(C1)Cl)Cl)OCC(=O)O [(3,5,6-Trichloropyridin-2-yl)oxy]acetic acid